FC1=CC=C(S1)C1=C(C=C(C=C1)C(F)(F)F)NS(=O)(=O)C=1C=C(C(=O)O)C=CC1OC 3-(N-(2-(5-fluorothiophen-2-yl)-5-(trifluoromethyl)phenyl)sulfamoyl)-4-methoxybenzoic Acid